methyl 2-((1R,3R,5S)-3-((5-cyclopropyl-3-(2-(trifluoromethoxy) phenyl) isoxazol-4-yl) methoxy)-3-methyl-8-azabicyclo[3.2.1]oct-8-yl)-4-methoxybenzo[d]thiazole-6-carboxylate C1(CC1)C1=C(C(=NO1)C1=C(C=CC=C1)OC(F)(F)F)COC1(C[C@H]2CC[C@@H](C1)N2C=2SC1=C(N2)C(=CC(=C1)C(=O)OC)OC)C